2-((1RS,4RS,5RS)-5-((5-cyclopropyl-3-(2,6-dichlorophenyl)isoxazol-4-yl)methoxy)-2-azabicyclo[2.2.1]heptan-2-yl)benzo[d]thiazole-6-carboxylic acid C1(CC1)C1=C(C(=NO1)C1=C(C=CC=C1Cl)Cl)CO[C@H]1[C@H]2CN([C@@H](C1)C2)C=2SC1=C(N2)C=CC(=C1)C(=O)O |r|